3-hydroxy-2-ethyl-γ-pyrone CCC1=C(C(=O)C=CO1)O